1-(3-hydroxycyclobutyl)-1'-[2-(4-methanesulfonylphenoxy)ethyl]-1,2-dihydrospiro[indole-3,4'-piperidin]-2-one OC1CC(C1)N1C(C2(CCN(CC2)CCOC2=CC=C(C=C2)S(=O)(=O)C)C2=CC=CC=C12)=O